(3-((S)-5-methyl-3,4,5,6-tetrahydropyridin-2-yl)phenoxy)propan-2-amine C[C@H]1CCC(=NC1)C=1C=C(OCC(C)N)C=CC1